C(#N)C=1C=C(C(=NC1)C(=O)NC=1C=C2C(=NNC2=CC1)CCCN1CCCCC1)C 5-cyano-3-methyl-N-(3-(3-(piperidin-1-yl)propyl)-1H-indazol-5-yl)picolinamide